ClCC=1N=C(SC1)N(CC1=CC=C(C=C1)OC)CC1=CC=C(C=C1)OC 4-(chloromethyl)-N,N-bis(4-methoxybenzyl)thiazol-2-amine